2-(3-(4-acetylphenyl)-1-methylureido)-5-oxo-5H-thieno[3,2-b]pyran-6-carboxylic acid C(C)(=O)C1=CC=C(C=C1)NC(N(C)C1=CC=2OC(C(=CC2S1)C(=O)O)=O)=O